ClC1=NC(C(C2=CC=CC=C12)=O)(C)C 1-chloro-3,3-dimethyl-isoquinolin-4-one